(E)-5-(tert-butyl)-N-(2-methyl-4-(3-(4-(4-morpholinobut-2-enoyl)piperazin-1-yl)pyridin-4-yl)benzyl)-1,2,4-oxadiazole-3-carboxamide C(C)(C)(C)C1=NC(=NO1)C(=O)NCC1=C(C=C(C=C1)C1=C(C=NC=C1)N1CCN(CC1)C(\C=C\CN1CCOCC1)=O)C